CC1=NNC=2NC(C(=CC21)C(=O)O)=O 3-methyl-6-oxo-6,7-dihydro-1H-pyrazolo[3,4-b]pyridine-5-carboxylic acid